ClC1=CC=C(CNC(=O)C2=CC=C3N(CCN(C3=O)CCS(=O)(=O)C)C2=O)C=C1 N-(4-chlorobenzyl)-2-(2-(methylsulfonyl)ethyl)-1,6-dioxo-2,3,4,6-tetrahydro-1H-pyrido[1,2-a]pyrazine-7-carboxamide